OCC1=CC=CC(=N1)C1CCN(CC1)C(=O)OC(C)(C)C Tert-butyl 4-(6-(hydroxymethyl)pyridin-2-yl)piperidine-1-carboxylate